7-[1-(1-Cyano-4-piperidyl)-5-methyl-triazol-4-yl]-5-[(5-fluoro-2-pyridyl)-[1-(trifluoromethyl)cyclopropyl]methoxy]imidazo[1,2-a]pyridine-3-carbonitrile C(#N)N1CCC(CC1)N1N=NC(=C1C)C1=CC=2N(C(=C1)OC(C1(CC1)C(F)(F)F)C1=NC=C(C=C1)F)C(=CN2)C#N